FC(C1CC2C(C(NC2)C2=CC=C(C#N)C=C2)C1)F 4-(5-(difluoromethyl)octahydrocyclopenta[c]pyrrol-1-yl)benzonitrile